N-[β-maleimidocaproyloxy]succinimide C1(C=CC(N1C(CC(=O)ON1C(CCC1=O)=O)CCC)=O)=O